2-(2-hydroxypyridin-4-yl)-1-methyl-1,5,6,7-tetrahydro-4H-pyrrolo[3,2-c]pyridin-4-one OC1=NC=CC(=C1)C1=CC=2C(NCCC2N1C)=O